BrCC(=O)C1=CC(=NC=C1)C(F)F 2-bromo-1-[2-(difluoromethyl)-4-pyridyl]ethanone